4-fluoropiperidine-1-carbonyl-1,2-dihydroisoquinolin-1-one FC1CCN(CC1)C(=O)N1C(C2=CC=CC=C2C=C1)=O